4-chloro-N-(4-ethylsulfanyl-2-methyl-phenyl)-5-(trifluoromethyl)pyrimidin-2-amine ClC1=NC(=NC=C1C(F)(F)F)NC1=C(C=C(C=C1)SCC)C